ethyl 2-O-acetyl-3-O-methyl-α-D-rhamnopyranoside C(C)(=O)O[C@@H]1[C@@H](OCC)O[C@@H]([C@H]([C@@H]1OC)O)C